N-phenyl-2-[3-(dibenzothiophen-4-yl)phenyl]benzimidazole C1(=CC=CC=C1)N1C(=NC2=C1C=CC=C2)C2=CC(=CC=C2)C2=CC=CC1=C2SC2=C1C=CC=C2